1-(5-(6-(tert-butylsulfonyl)-7-methoxyimidazo[1,2-a]pyridin-3-yl)-3-fluoro-2-methoxyphenyl)imidazolidin-2-one C(C)(C)(C)S(=O)(=O)C=1C(=CC=2N(C1)C(=CN2)C=2C=C(C(=C(C2)N2C(NCC2)=O)OC)F)OC